C(C)(C)(C)OC(N[C@H](CO[Si](C)(C)C(C)(C)C)CN1N=C(C=C1)C1=CC=C(C=C1)OC1=NC=C(C=C1F)Cl)=O (S)-(1-((tert-butyldimethylsilyl)oxy)-3-(3-(4-((5-chloro-3-fluoropyridin-2-yl)oxy)phenyl)-1H-pyrazol-1-yl)propan-2-yl)carbamic acid tert-butyl ester